C1(CC1)N1N=CC=C1C(=O)N1[C@H](C2=C(CC1)NC=N2)C2=NN1C(C(=CC=C1)F)=C2 (R)-(1-cyclopropyl-1H-pyrazol-5-yl)(4-(4-fluoropyrazolo[1,5-a]pyridin-2-yl)-6,7-dihydro-1H-imidazo[4,5-c]pyridin-5(4H)-yl)methanone